4-((3-bromobenzyl)oxy)-1-methylpiperidine BrC=1C=C(COC2CCN(CC2)C)C=CC1